C1(CC1)C=1C=C(N=NC1C1=C(C=C(C=C1)C#C)O)C(C(=O)N)NC1CC1 (5-cyclopropyl-6-(4-ethynyl-2-hydroxyphenyl)pyridazin-3-yl)-2-cyclopropylaminoacetamide